((S)-4-(4-chloropyrazolo[1,5-a]pyridin-2-yl)-6,7-dihydro-1H-imidazo[4,5-c]pyridin-5(4H)-yl)(4-(difluoromethyl)-2-((R)-1-hydroxyethyl)oxazol-5-yl)methanone ClC=1C=2N(C=CC1)N=C(C2)[C@H]2N(CCC1=C2N=CN1)C(=O)C1=C(N=C(O1)[C@@H](C)O)C(F)F